6-((2,6-dichloro-5-(trifluoromethyl)-1H-benzo[d]imidazol-1-yl)methyl)nicotinonitrile ClC1=NC2=C(N1CC1=NC=C(C#N)C=C1)C=C(C(=C2)C(F)(F)F)Cl